BrC=1C(=C(C=CC1)N(S(=O)(=O)C1CCCCC1)C)C#N Cyclohexanesulfonic acid (3-bromo-2-cyano-phenyl)-methyl-amide